(2S,4R)-1-(2-(3-acetyl-5-(6-methylpyridin-3-yl)-1H-indol-1-yl)acetyl)-N-(2'-chloro-2-fluorobiphenyl-3-yl)-4-fluoropyrrolidine-2-carboxamide C(C)(=O)C1=CN(C2=CC=C(C=C12)C=1C=NC(=CC1)C)CC(=O)N1[C@@H](C[C@H](C1)F)C(=O)NC=1C(=C(C=CC1)C1=C(C=CC=C1)Cl)F